N1C(CCC2=CC=CC=C12)C1=CC=C(C=C1)C=O (4-(1,2,3,4-tetrahydroquinolin-2-yl)phenyl)methanone